1,3-bis(chloromethyl)tetramethyl-disiloxane ClC[Si](O[Si](CCl)(C)C)(C)C